tert-butyl 3-(7-amino-4-oxo-1-(4-phenoxyphenyl)-4,5-dihydro-1H-pyrrolo[2,3-d]pyridazin-3-yl)pyrrolidine-1-carboxylate NC1=NNC(C2=C1N(C=C2C2CN(CC2)C(=O)OC(C)(C)C)C2=CC=C(C=C2)OC2=CC=CC=C2)=O